CC1=C(C=C(C=C1)C(NC=1C=NC=C(C1)C(F)(F)F)=O)[C@H]1CN(CC1)C1=CC(=NC=N1)C(=O)N (S)-6-(3-(2-methyl-5-((5-(trifluoromethyl)pyridin-3-yl)carbamoyl)phenyl)pyrrolidin-1-yl)pyrimidine-4-carboxamide